N,N'-bis[4-(diphenylamino)phenyl]-N,N'-di(1-naphthyl)benzidine C1=CC=C(C=C1)N(C2=CC=CC=C2)C3=CC=C(C=C3)N(C4=CC=C(C=C4)C5=CC=C(C=C5)N(C6=CC=C(C=C6)N(C7=CC=CC=C7)C8=CC=CC=C8)C9=CC=CC1=CC=CC=C19)C1=CC=CC2=CC=CC=C21